(R)-6-(2-(methoxy-d3)propoxy)nicotinaldehyde C(O[C@@H](COC1=NC=C(C=O)C=C1)C)([2H])([2H])[2H]